4-[2-(2-cyano-1,1-dimethyl-ethyl)-1-(3,4-difluorophenyl)-5-fluoro-4-hydroxy-indol-3-yl]Benzoic acid C(#N)CC(C)(C)C=1N(C2=CC=C(C(=C2C1C1=CC=C(C(=O)O)C=C1)O)F)C1=CC(=C(C=C1)F)F